benzoyl chloride dihydrochloride Cl.Cl.C(C1=CC=CC=C1)(=O)Cl